BrC1=C(N=CN1C)C=1C=C2CN(C(C2=CC1)=O)C1C(NC(CC1)=O)=O 3-(5-(5-Bromo-1-methyl-1H-imidazol-4-yl)-1-oxoisoindolin-2-yl)piperidine-2,6-dione